OCC1CCC(CC1)CO 1,4-bishydroxymethylcyclohex-ane